2-(4-bromo-2-methyl-6-nitrophenyl)-N,N-dimethylethenamine BrC1=CC(=C(C(=C1)[N+](=O)[O-])C=CN(C)C)C